FC(C1=C(C=CC=C1)C1=CC=C2CCC(C2=C1)NC(O[C@@H]1CN2CCC1CC2)=O)(F)F (S)-quinuclidin-3-yl (6-(2-(trifluoromethyl)phenyl)-2,3-dihydro-1H-inden-1-yl)carbamate